ClC=1C=CC=2C3=C(C(N(C2C1)C=1C(=NC=CC1)C)=O)N=C(N3C)SC3=CC=C(C=C3)OC 7-chloro-2-((4-methoxyphenyl)thio)-1-methyl-5-(2-methylpyridin-3-yl)-1,5-dihydro-4H-imidazo[4,5-c]quinolin-4-one